methyl (S)-2-(2-fluoro-6-methyl-4-((R)-3-(trifluoromethyl)morpholino) benzamido)-3-(4-(1-methyl-2,4-dioxo-1,4-dihydropyrido[3,4-d]pyrimidin-3(2H)-yl)phenyl)propanoate FC1=C(C(=O)N[C@H](C(=O)OC)CC2=CC=C(C=C2)N2C(N(C3=C(C2=O)C=CN=C3)C)=O)C(=CC(=C1)N1[C@H](COCC1)C(F)(F)F)C